C=1(C(=C(C2=CC=C3C=CC=C4C=CC1C2=C34)S(=O)(=O)O)S(=O)(=O)O)S(=O)(=O)O.CC(CCCCCC(=O)N(CCOOC)CCOOC)C 7-methyl-N,N-bis(2-(methylperoxy)ethyl)octanamide pyrenetrisulfonate